methoxymethyl 4-hydroxy-2,3,6-trimethyl-5-(1H-pyrazol-1-yl)benzoate OC1=C(C(=C(C(=O)OCOC)C(=C1N1N=CC=C1)C)C)C